NC1=C(C2=C(OCC(CC2)OCC2=CC=CC=C2)S1)C(=O)C1=C(C=CC=C1F)F (7-amino-3-benzyloxy-2,3,4,5-tetrahydrothieno[2,3-b]oxepin-6-yl)-(2,6-difluorophenyl)methanone